COC1=CC=C(CNC=2C=C(C(=O)OC)C=CC2[N+](=O)[O-])C=C1 methyl 3-[(4-methoxybenzyl) amino]-4-nitrobenzoate